C(C)(C)(C)NS(=O)(=O)C1=CC(=CC=C1)C(=O)N1CC2(C3=CC(=CC=C13)NS(=O)(=O)CC)CCC1(CC2)CC1 N-(tert-butyl)-3-(5''-(ethylsulfonamido)dispiro[cyclopropane-1,1'-cyclohexane-4',3''-indoline]-1''-carbonyl)benzenesulfonamide